1-(2,6-difluorophenyl)-6-oxo-1,6-dihydropyridazine-3-carboxamide FC1=C(C(=CC=C1)F)N1N=C(C=CC1=O)C(=O)N